oct-1,3,5-trien-7-one C=CC=CC=CC(C)=O